bis[2-(2-hydroxyethoxy)ethoxy]-1,1'-binaphthyl OCCOCCOC=1C(=C(C2=CC=CC=C2C1)C1=CC=CC2=CC=CC=C12)OCCOCCO